C(C)(C)(C)OC(=O)N1CC(N(CC1)CC1=CC2=CC=CC=C2C=C1)=O 4-(naphthalen-2-ylmethyl)-3-oxopiperazine-1-carboxylic acid tert-butyl ester